(E)-3-(3-(3-(3-cyano-5-fluoro-1H-indazol-6-yl)acrylamido)-5-fluoro-4-methylphenyl)propanoic acid C(#N)C1=NNC2=CC(=C(C=C12)F)/C=C/C(=O)NC=1C=C(C=C(C1C)F)CCC(=O)O